5-(1-((R)-3-(4-amino-3-(4-phenoxyphenyl)-1H-pyrazolo[3,4-d]pyrimidin-1-yl)-[1,4'-bipiperidine]-1'-carbonyl)piperidin-4-yl)-2-(2,6-dioxopiperidin-3-yl)isoindoline-1,3-dione NC1=C2C(=NC=N1)N(N=C2C2=CC=C(C=C2)OC2=CC=CC=C2)[C@H]2CN(CCC2)C2CCN(CC2)C(=O)N2CCC(CC2)C=2C=C1C(N(C(C1=CC2)=O)C2C(NC(CC2)=O)=O)=O